BrC1=C(NCC2(CC2)CO)C(=CC(=C1)F)[N+](=O)[O-] [1-[(2-bromo-4-fluoro-6-nitro-anilino)methyl]cyclopropyl]methanol